[Cl-].CN1CCN(CC1)CC1=NC(=CC=C1)CN1CCN(CC1)C (2,6-bis((4-methylpiperazin-1-yl)methyl)pyridin) chlorid